lanthanum-yttrium [Y].[La]